N,6-dimethylnicotinamide CNC(C1=CN=C(C=C1)C)=O